manganese bis(8-hydroxyquinoline) OC=1C=CC=C2C=CC=NC12.OC=1C=CC=C2C=CC=NC12.[Mn]